N1N=NC2=NC(=CC=C21)C=2C=C(C(=O)NC1=CC=C(C=C1)OS(=O)(=O)C1=CC=CC=C1)C=CC2.FC2=C(C(=CC(=C2F)F)F)[B-](C2=C(C(=C(C=C2F)F)F)F)(C2=C(C(=C(C=C2F)F)F)F)C2=C(C(=C(C=C2F)F)F)F.C2(=CC=CC=C2)[C+](C2=CC=CC=C2)C2=CC=CC=C2 Triphenylcarbon tetrakis-(2,3,4,6-tetrafluorophenyl)borate 4-(3-(1H-[1,2,3]Triazolo[4,5-b]pyridin-5-yl)benzamido)phenyl-benzenesulfonate